(S)-10-((5-Chloro-2-(5-azaspiro[2.5]octan-5-yl)pyrimidin-4-yl)amino)-2-cyclopropyl-3,3-difluoro-7-methyl-1,2,3,4-tetrahydro-[1,4]oxazepino[2,3-c]chinolin-6(7H)-on ClC=1C(=NC(=NC1)N1CC2(CC2)CCC1)NC1=CC=2C3=C(C(N(C2C=C1)C)=O)OCC([C@@H](N3)C3CC3)(F)F